C(C=C)(=O)N1CCN(CC1)C1=NN=C(C2=CC(=C(C=C12)Cl)C1=C(C=CC=C1F)O)CC1=CC=CC=C1 2-(1-(4-acryloyl-1-piperazinyl)-4-benzyl-7-chloro-6-phthalazinyl)-3-fluorophenol